C(C1=CC=CC=C1)OC=1C(=C(NC2=CC(=C(C=C2)F)C)C=CC1)C#CC(CO[Si](C)(C)C(C)(C)C)(C)C 3-benzyloxy-2-[4-[tert-butyl(dimethyl)silyl]oxy-3,3-dimethyl-but-1-ynyl]-N-(4-fluoro-3-methyl-phenyl)aniline